C1(CCCC1)C1=CC(=NN1)NC1=CC(=C2C(=N1)C=CS2)C N-(5-cyclopentyl-1H-pyrazol-3-yl)-7-methylthieno[3,2-b]pyridin-5-amine